phenyl ether fluorine [F].C1(=CC=CC=C1)OC1=CC=CC=C1